C1(CC1)C1=NN(C=N1)C1CC2(CN(C2)C(=O)N2CC3(C2)CC(C3)OC=3C=NC(=CC3)OC)C1 (6-(3-cyclopropyl-1H-1,2,4-triazol-1-yl)-2-azaspiro[3.3]heptan-2-yl)(6-((6-methoxypyridin-3-yl)oxy)-2-azaspiro[3.3]heptan-2-yl)methanone